FC(C(=O)O)(F)F.CC1=C(N=C(N1)C1=NC=CC(=C1)C=1C=NC=C(C1)S(=O)(=O)C)C(=O)O 5-Methyl-2-(5-(methylsulfonyl)-3,4'-bipyridin-2'-yl)-1H-imidazole-4-carboxylic acid trifluoroacetate salt